COC(=O)C=1C=2N(C=C(C1)CN1C[C@H](CCC1)C)C=CN2 (S)-6-((3-methylpiperidin-1-yl)methyl)imidazo[1,2-a]pyridine-8-carboxylic acid methyl ester